2-(2,4-difluorophenyl)-1,1-difluoro-1-(5-(4-(((2-(4-fluorophenyl)-3-(pyridin-4-yl)pyrazolo[1,5-a]pyridin-6-yl)methyl)amino)phenyl)pyridin-2-yl)-3-(1H-1,2,4-triazol-1-yl)propan-2-ol FC1=C(C=CC(=C1)F)C(C(C1=NC=C(C=C1)C1=CC=C(C=C1)NCC=1C=CC=2N(C1)N=C(C2C2=CC=NC=C2)C2=CC=C(C=C2)F)(F)F)(CN2N=CN=C2)O